Methyl (2S)-2-((tert-butoxycarbonyl)amino)-3-(3-hydroxyphenyl)propanoate C(C)(C)(C)OC(=O)N[C@H](C(=O)OC)CC1=CC(=CC=C1)O